N-(4-methoxyphenyl)-[2,4'-bithiazole]-2'-amine COC1=CC=C(C=C1)NC=1SC=C(N1)C=1SC=CN1